N-((1-(6-(6-(difluoromethyl)imidazo[1,2-b]pyridazin-3-yl)pyrimidin-4-yl)-4-fluoro-4-methylpiperidin-3-yl)methyl)methanesulfonamide FC(C=1C=CC=2N(N1)C(=CN2)C2=CC(=NC=N2)N2CC(C(CC2)(C)F)CNS(=O)(=O)C)F